C[C@]12C(C[C@H](CC1)C2(C)C)=O (1S,4S)-1,7,7-trimethyl-bicyclo[2.2.1]heptan-2-one